FC1=C(C=C(C=C1)F)C(CC#CC#CC=1C2=C(N=C(N1)OC[C@@H]1NCCC1)N(C=C2)C)(O)C=2C(N(C=CC2)C)=O 3-(1-(2,5-difluorophenyl)-1-hydroxy-6-(7-methyl-2-(((R)-pyrrolidin-2-yl)methoxy)-7H-Pyrrolo[2,3-d]pyrimidin-4-yl)hex-3,5-diyn-1-yl)-1-methylpyridin-2(1H)-one